BrC1=CC=C(C=C1)C=1N=C2N(C=CC=C2)C1CN1CCN(CC1)C(=O)C1=NC(=CC=C1)OC (4-{[2-(4-bromophenyl)imidazo[1,2-a]pyridin-3-yl]methyl}piperazin-1-yl)(6-methoxypyridin-2-yl)methanone